10,13,16,19,22-octacospentaenoic acid C(CCCCCCCCC=CCC=CCC=CCC=CCC=CCCCCC)(=O)O